C(C)(C)C1=C(C=CC=C1)C1=NC=C(C(=N1)NCC1=CC=C(C=C1)C=1N(C=C(N1)C(F)(F)F)C)N 2-(2-isopropylphenyl)-N4-(4-(1-methyl-4-(trifluoromethyl)-1H-imidazol-2-yl)benzyl)pyrimidine-4,5-diamine